2-Chloro-N4-[3-chloro-4-(prop-2-ynyloxy)phenyl]-5-fluoro-4-pyrimidineamine ClC1=NC=C(C(=N1)NC1=CC(=C(C=C1)OCC#C)Cl)F